S1C=C(C=C1)C1=CC=C(C[N+]2=NOC(=C2)[N-]C(NC2=CC(=CC=C2)C(F)(F)F)=O)C=C1 (3-(4-(thiophen-3-yl)benzyl)-1,2,3-oxadiazol-3-ium-5-yl)((3-(trifluoromethyl)phenyl)carbamoyl)amide